(4-carboxy-phenyl)-porphyrin C(=O)(O)C1=CC=C(C=C1)C1=C2NC(=C1)C=C1C=CC(=N1)C=C1C=CC(N1)=CC=1C=CC(N1)=C2